CC1=CC(=NC=C1)NC(=O)NC[C@H]1NC([C@H](SCC1)C1=CC=C(C=C1)OC1=CC=CC=C1)=O 1-(4-methyl-2-pyridyl)-3-[[(2R,5S)-3-oxo-2-(4-phenoxyphenyl)-1,4-thiazepan-5-yl]methyl]urea